2-bromo-5-(3-chloro-4-methylphenyl)-7,7-dimethyl-6,7-dihydro-5H-pyrrolo[2,3-b]pyrazine BrC=1N=C2C(=NC1)N(CC2(C)C)C2=CC(=C(C=C2)C)Cl